I(=O)(=O)O.I(=O)(=O)O iodic acid, iodate salt